(S)-N-(3-(2-((2-fluoro-3-(methylsulfonyl)phenyl)amino)-5-methylpyrimidin-4-yl)-1H-indol-7-yl)-2-(4-methylpiperazin-1-yl)propanamide FC1=C(C=CC=C1S(=O)(=O)C)NC1=NC=C(C(=N1)C1=CNC2=C(C=CC=C12)NC([C@H](C)N1CCN(CC1)C)=O)C